F[C@@H]1C[C@@](N(C1)C1CCOCC1)(C)COC=1N=CC2=C(CNC(O2)=O)N1 6-(((2S,4R)-4-fluoro-2-methyl-1-(tetrahydro-2H-pyran-4-yl)pyrrolidin-2-yl)methoxy)-3,4-dihydro-2H-pyrimido[4,5-e][1,3]oxazin-2-one